C12CN(CC(CC1)N2)C=2C(=C1CN(CC1=CC2)C2C(NC(CC2)=O)=O)F 5-(3,8-diazabicyclo[3.2.1]octan-3-yl)-2-(2,6-dioxopiperidin-3-yl)-4-fluoroisoindoline